ClC=1C=C(C=C(C1Cl)OC)[C@H]1[C@@H](C1)C=1C=NC(=NC1)C1=NC=CC=N1 trans-5-(2-(3,4-dichloro-5-methoxyphenyl)cyclopropyl)-2,2'-bipyrimidine